C1(CC1)C1=NNC(=C1)NC1=CC2=C(C(=NO2)N(S(=O)(=O)C2=C(C=C(C=C2OC)C2=NC=C(C=N2)N2CCNCC2)OC)CC2=CC=C(C=C2)OC)C=C1OC N-{6-[(3-cyclopropyl-1H-pyrazol-5-yl)amino]-5-methoxy-1,2-benzoxazol-3-yl}-2,6-dimethoxy-N-[(4-methoxyphenyl)methyl]-4-[5-(piperazin-1-yl)pyrimidin-2-yl]benzene-1-sulfonamide